C1CC12CN(CCC2)C=2C=C1C(=CC=NC1=CC2)C(=O)O 6-(5-azaspiro[2.5]octan-5-yl)quinoline-4-carboxylic acid